(3-bromo-1H-pyrazolo[4,3-c]pyridin-6-yl)-(8-oxa-3-azabicyclo[3.2.1]-octan-3-yl)methanone BrC1=NNC2=C1C=NC(=C2)C(=O)N2CC1CCC(C2)O1